[Cl].F hydrofluoric acid chlorine